C1(CC1)CN(C(OC(C)(C)C)=O)C1CCNCC1 tert-butyl N-(cyclopropylmethyl)-N-(4-piperidyl)carbamate